tert-Butyl(1-(3-(4-fluoro-2,6-dimethylphenoxy)-5-(4,4,5,5-tetramethyl-1,3,2-dioxaborolan-2-yl)phenyl)cyclopropoxy)dimethylsilane C(C)(C)(C)[Si](C)(C)OC1(CC1)C1=CC(=CC(=C1)B1OC(C(O1)(C)C)(C)C)OC1=C(C=C(C=C1C)F)C